4-(4-(difluoromethoxy)phenyl)-6-(2-methyl-2H-indazol-5-yl)-2-(methylsulfinyl)thiazolo[4,5-d]pyrimidine-5,7(4H,6H)-dione FC(OC1=CC=C(C=C1)N1C(N(C(C2=C1N=C(S2)S(=O)C)=O)C2=CC1=CN(N=C1C=C2)C)=O)F